C(C)(C)(C)OC(=O)N1C(CNCC1)C1=NC=CC=N1 pyrimidin-2-yl-piperazine-1-carboxylic acid tert-butyl ester